C1(=CC=C(C=C1)N(C1=CC=C(C=C1)C1=CC=C(C=C1)C1=CC=C(C=C1)N(C1=CC=C(C=C1)C1=CC=CC=C1)C1=CC=C(C=C1)C1=CC=CC=C1)C1=CC=C(C=C1)C1=CC=CC=C1)C1=CC=CC=C1 N,N,N',N'-Tetra([1,1'-biphenyl]-4-yl)[1,1':4',1''-terphenyl]-4,4''-diamine